N(=[N+]=[N-])C[C@@H]1N(C[C@H](C1)O[Si](C)(C)C(C)(C)C)C(=O)OC(C)(C)C tert-butyl (2R,4S)-2-(azidomethyl)-4-((tert-butyldimethylsilyl)oxy)pyrrolidine-1-carboxylate